ClC1=CC=C(C=C1)[C@@]1(N(C(C2=CC(=CC(=C12)F)[C@@](CC)(O)C1(CCOCC1)F)=O)CC1=NC=C(C=N1)C#N)O[C@@H]1C[C@@H](C1)O 2-{[(1R)-1-(4-chlorophenyl)-7-fluoro-5-[(1R)-1-(4-fluorooxan-4-yl)-1-hydroxypropyl]-3-oxo-1-[cis-3-hydroxycyclobutoxy]-2,3-dihydro-1H-isoindol-2-yl]methyl}pyrimidine-5-carbonitrile